C(C)OC(C1=CN=C(C=C1NCC1=CC=C(C=C1)C=1N(C=C(N1)C(F)(F)F)C)Cl)=O 6-Chloro-4-((4-(1-methyl-4-(trifluoromethyl)-1H-imidazol-2-yl)benzyl)amino)nicotinic acid ethyl ester